Tert-butyl (3R,4R)-3-amino-4-(cyanomethyl)pyrrolidine-1-carboxylate N[C@H]1CN(C[C@H]1CC#N)C(=O)OC(C)(C)C